methyl (2R,3S,3aR,6aR)-2-((((1s,4S)-4-(3-fluorophenyl)-cyclohexyl)oxy)methyl)-3-((4-methoxybenzyl)amino)hexahydrocyclopenta[b]pyrrole-1(2H)-carboxylate FC=1C=C(C=CC1)C1CCC(CC1)OC[C@H]1[C@H]([C@@H]2[C@H](N1C(=O)OC)CCC2)NCC2=CC=C(C=C2)OC